CN1C(=O)C2=C(NC1=O)N=CN2 The molecule is a 1-methylxanthine tautomer where the imidazole proton is located at the 7-position. It has a role as a mouse metabolite. It derives from a 7H-xanthine.